bismercaptomethylbenzene SCC1=C(C=CC=C1)CS